(+)-ethyl-lactic acid C(C)C(C(=O)O)(O)C